BrCC1=C(C(=C(C(=C1F)F)OC)F)F 1-(bromomethyl)-2,3,5,6-tetrafluoro-4-methoxybenzene